(7-(3-Ethyl-5-(trifluoromethyl)phenyl)-2-azaspiro[3.5]nonan-2-yl)((1s,3s)-3-hydroxy-3-methylcyclobutyl)methanone C(C)C=1C=C(C=C(C1)C(F)(F)F)C1CCC2(CN(C2)C(=O)C2CC(C2)(C)O)CC1